2-(1-cyclopropyl-2-hydroxy-2-methylpropyl)-7-(4-(5-methyl-1,2,4-oxadiazol-3-yl)phenyl)isoindolin-1-one C1(CC1)C(C(C)(C)O)N1C(C2=C(C=CC=C2C1)C1=CC=C(C=C1)C1=NOC(=N1)C)=O